Cl.N1[C@@H](CCC1)CC(=O)O (S)-2-(pyrrolidin-2-yl)acetic acid HCl salt